FC1=C(C=C(C=C1)F)[C@H](C)NC(=O)C1=CN=C(S1)N1CCC(CC1)N1C[C@@H](CCC1)C N-[(1S)-1-(2,5-difluorophenyl)ethyl]-2-[(3R)-3-methyl[1,4'-bipiperidin]-1'-yl]-1,3-thiazole-5-carboxamide